2-(1-carboxy-1-methyl-ethoxy)-2'-fluoro-5'-methoxy-biphenyl-4-carboxylic acid methyl ester COC(=O)C1=CC(=C(C=C1)C1=C(C=CC(=C1)OC)F)OC(C)(C)C(=O)O